C(CCCCCCCC)(=O)[O-].[Fe+2].C(CCCCCCCC)(=O)[O-] iron pelargonate